BrCC1=NN(C=2C1=NC=CC2)C(=O)OC(C)(C)C tert-butyl 3-(bromomethyl)pyrazolo[4,3-b]pyridine-1-carboxylate